NCC=1C=C(C=CC1)C(N[C@H](C(NCCCC[C@H](NC(N[C@@H](CCC(=O)OC(C)(C)C)C(=O)OC(C)(C)C)=O)C(=O)OC(C)(C)C)=O)CC1=CC2=CC=CC=C2C=C1)=O tri-tert-butyl (3S,10S,14S)-1-[3-(aminomethyl)phenyl]-3-[(naphthalen-2-yl)methyl]-1,4,12-trioxo-2,5,11,13-tetraazahexadecane-10,14,16-tricarboxylate